CN1N=C(C=C1C1=NC=C(C=C1)C(F)(F)F)N 1-Methyl-5-(5-(trifluoromethyl)pyridin-2-yl)-1H-pyrazol-3-amine